Heptamethyldisilazane C[Si](N([Si](C)(C)C)C)(C)C